[trimethylammonio]-propane C[N+](C)(C)CCC